NC=1SC(=C(N1)C=1C=C(C#N)C=CC1)Br 3-(2-Amino-5-bromo-thiazol-4-yl)benzonitrile